Cl.ClCC(N)=N 2-chloroacetimidamide hydrochloride